4-{[2-(aminomethyl)-4-fluorobenzyl]oxy}-3-chloro-1-(2,6-difluorophenyl)-6-methylpyridin-2(1H)-one trifluoroacetate FC(C(=O)O)(F)F.NCC1=C(COC2=C(C(N(C(=C2)C)C2=C(C=CC=C2F)F)=O)Cl)C=CC(=C1)F